Natrium cyanide [C-]#N.[Na+]